[[(2-hydroxyethyl)imino]bis(methylene)]-bisphosphonic acid OCCN(CP(O)(O)=O)CP(O)(O)=O